N-((1-(methylthio)cyclopropyl)methyl)-4-(4-(trifluoromethyl)phenyl)phthalazin-1-amine CSC1(CC1)CNC1=NN=C(C2=CC=CC=C12)C1=CC=C(C=C1)C(F)(F)F